C1(CCC1)OC1=CC=C(N=N1)N1CCC2(C(N3[C@H](O2)CC[C@H]3C3=CC=CC=C3)=O)CC1 (5'S,7a'R)-1-[6-(cyclobutyloxy)pyridazin-3-yl]-5'-phenyltetrahydro-3'H-spiro[piperidine-4,2'-pyrrolo[2,1-b][1,3]oxazol]-3'-one